OC(CNCC(C)O)C bis(2-hydroxypropyl)-amine